C(CCCCCCCCCC)OC(C=1C(C(=O)OCCCCCCCCCCC)=CC=CC1)=O.CC(CCCC)=O 2-Hexanone bis-undecyl-phthalate